ClC1=CC2=C(COCC23CC3)S1 2'-chloro-5'H,7'H-spiro[cyclopropane-1,4'-thieno[2,3-c]pyran]